ClC1=C(C=CC2=C1C(=N[C@H](C=1N2C(=NN1)C1=CC(=NO1)C)C)C1=C(C=CC=C1F)F)Cl 5-[(4S)-7,8-dichloro-6-(2,6-difluorophenyl)-4-methyl-4H-[1,2,4]triazolo[4,3-a][1,4]benzodiazepin-1-yl]-3-methyl-isoxazole